COC=1C(C=2C=CC=C3C=C(C=C(C1)C23)C2=CC=C(C=C2)OC)=O 2-Methoxy-5-(4-methoxyphenyl)-1H-phenalen-1-one